(4-(2-(4-ethoxyphenyl)-1H-pyrrolo[2,3-b]pyridin-4-yl)phenyl)(phenyl)methanone C(C)OC1=CC=C(C=C1)C1=CC=2C(=NC=CC2C2=CC=C(C=C2)C(=O)C2=CC=CC=C2)N1